6-(4-Fluorophenyl)-7-(1-methyl-1H-benzo[d]imidazol-6-yl)-2,3-dihydropyrazolo[5,1-b]oxazole FC1=CC=C(C=C1)C1=NN2C(OCC2)=C1C=1C=CC2=C(N(C=N2)C)C1